4-methyl-2-(methylthio)pyrimidine CC1=NC(=NC=C1)SC